C(C)(=O)N[C@H]1C[C@H](CCC1)C(=O)NC1=NC=C(C(=C1)C=1C=C(C2=C(N(C=N2)C(C)C)C1)F)Cl (1S,3R)-3-acetylamino-N-(5-chloro-4-(4-fluoro-1-isopropyl-1H-benzo[d]imidazol-6-yl)pyridin-2-yl)cyclohexane-1-carboxamide